C1(=CC=CC=C1)N1CCN(CC1)C1CN2CCC1CC2 4-Phenyl-N-(quinuclidin-3-yl)piperazine